[Au]=O.[Cu] copper-gold oxide